2,2,2-trifluoroethyl (R)-3,3-difluoro-4-(2-methyl-5-((2-(trifluoromethyl)pyridin-3-yl)methoxy)-benzofuran-3-carboxamido)pyrrolidine-1-carboxylate FC1(CN(C[C@H]1NC(=O)C1=C(OC2=C1C=C(C=C2)OCC=2C(=NC=CC2)C(F)(F)F)C)C(=O)OCC(F)(F)F)F